N(=NCC(C)C=1NCCN1)CC(C)C=1NCCN1 azobis(2-(2-imidazolin-2-yl)propane)